NCCCCCN(C(CCC(=O)NCCCCCN(C(CCC(=O)N)=O)O)=O)O N-[5-[[4-[5-aminopentyl-(hydroxy)amino]-4-oxobutanoyl]-amino]pentyl]-N-hydroxybutandiamide